C(C)(C)(C)C1=CC=C(C=C1)NC(CN1C=2N(C(C(=C1CC)N1CCNCC1)=O)N=C(N2)C2=CCCCCC2)=O N-(4-(tert-butyl)phenyl)-2-(2-(cyclohept-1-en-1-yl)-5-ethyl-7-oxo-6-(piperazin-1-yl)-[1,2,4]triazolo[1,5-a]pyrimidin-4(7H)-yl)acetamide